5-((4-(3-chloro-5-fluoropyridin-4-yl)piperazin-1-yl)methyl)-2-(2,4-dioxotetrahydropyrimidin-1(2H)-yl)isoindoline-1,3-dione ClC=1C=NC=C(C1N1CCN(CC1)CC=1C=C2C(N(C(C2=CC1)=O)N1C(NC(CC1)=O)=O)=O)F